ClC=1N=C(C2=C(N1)C(=C(N=C2)Cl)F)N2[C@H]1[C@H]([C@@H](C[C@@H]2CC1)NC(OC(C)(C)C)=O)F tert-butyl ((1R,2S,3R,5S)-8-(2,7-dichloro-8-fluoropyrido[4,3-d]pyrimidin-4-yl)-2-fluoro-8-azabicyclo[3.2.1]octan-3-yl)carbamate